BrC1=CC(=C(C(=O)NC2=NC(=NC=C2)N(CCCCC2C3(CC3)CCN(C2)C(=O)OC(C)(C)C)CC2=CC=C(C=C2)OC)C=C1)F tert-butyl 4-(4-((4-(4-bromo-2-fluorobenzamido)pyrimidin-2-yl)(4-methoxybenzyl)amino)butyl)-6-azaspiro[2.5]octane-6-carboxylate